C(C1=CC=CC=C1)[C@@H]1N(C(OC1)=O)C(=O)C12COC(CC1)(C2)C (4S)-4-benzyl-3-(1-methyl-2-oxabicyclo[2.2.1]heptane-4-carbonyl)oxazolidin-2-one